FC=1C=C(C=CC1F)[C@H]1[C@@H](CN(C1)CCOC)NC(=O)NC1=C(C(=NN1C1=CC=CC=C1)C1=CC(=NC(=C1)C)C)C 1-((3S,4R)-4-(3,4-difluorophenyl)-1-(2-methoxyethyl)pyrrolidin-3-yl)-3-(3-(2,6-dimethylpyridin-4-yl)-4-methyl-1-phenyl-1H-pyrazol-5-yl)urea